IC#CC=1C=NC=CC1 3-(iodoethynyl)pyridine